6-(1-methyl-1H-pyrazol-4-yl)-3H-imidazo[4,5-b]pyridin-2-amine CN1N=CC(=C1)C=1C=C2C(=NC1)NC(=N2)N